C(CCC=CC=CCCC=CCCCCC)Cl 4,6,10-hexadecatrienyl chloride